(S)-2-(azetidin-1-ylmethyl)-3-methylbutanoic acid (S)-1-phenethyl ester C(CC1=CC=CC=C1)OC([C@@H](C(C)C)CN1CCC1)=O